C[C@@H]1N(C[C@@H](N(C1)C(=O)[C@H]1O[C@@H]1C1=CC=C(C=C1)[N+](=O)[O-])C)C(=O)[C@H]1O[C@@H]1C1=CC=C(C=C1)[N+](=O)[O-] ((2S,5S)-2,5-dimethylpiperazine-1,4-diyl)bis(((2S,3R)-3-(4-nitrophenyl)-oxiran-2-yl)methanone)